2-(3-bromophenyl)-5-methyl-1-((2-(trimethylsilyl)ethoxy)methyl)-1H-imidazole BrC=1C=C(C=CC1)C=1N(C(=CN1)C)COCC[Si](C)(C)C